IC=1C(=NNC1C(=O)OCC)C1(CC1)OC Ethyl 4-iodo-3-(1-methoxycyclopropyl)-1H-pyrazole-5-carboxylate